C(N)(=N)C=1C=C(SC1)CNC(=O)[C@H]1N(C[C@H](C1)OC=1C=C(C=CC1)C)C(CNC(C1=CC=C(C=C1)OC1=CC=CC=C1)=O)=O (2S,4S)-N-((4-carbamimidoylthiophen-2-yl)methyl)-1-((4-phenoxybenzoyl)glycyl)-4-(m-tolyloxy)pyrrolidine-2-carboxamide